1-((3R,4R)-1-benzoyl-4-(2-chlorophenyl)pyrrolidine-3-carbonyl)-4-fluoro-N-((R,Z)-4-(methylsulfonyl)but-3-en-2-yl)piperidine-4-carboxamide C(C1=CC=CC=C1)(=O)N1C[C@@H]([C@@H](C1)C1=C(C=CC=C1)Cl)C(=O)N1CCC(CC1)(C(=O)N[C@H](C)\C=C/S(=O)(=O)C)F